FC(C1=NC(=NO1)C1=CC=C(C(=O)Cl)C=C1)(F)F 4-(5-trifluoromethyl-1,2,4-oxadiazole-3-yl)benzoyl chloride